(1S,2R,3R,5R)-3-((S)-(3-chloro-4-fluorophenyl)(hydroxy)methyl)-5-((E)-4-hydrazineylidene-4,7-dihydro-1H-pyrazolo[3,4-d]pyrimidin-1-yl)cyclopentane-1,2-diol ClC=1C=C(C=CC1F)[C@H]([C@@H]1[C@H]([C@H]([C@@H](C1)N1N=CC\2=C1NC=N/C2=N/N)O)O)O